S1C(=NC2=C1C=CC=C2)C(=O)[C@H](CCCNC(=N)N)NC([C@H](CC(C)C)NCC2=CC=C(C=C2)CNC([C@H](CO)NC(C)=O)=O)=O N-[(S)-1-[(1,3-benzothiazol-2-yl)carbonyl]-4-guanidinobutyl](S)-2-(p-{[(S)-2-acetylamino-3-hydroxypropionylamino]methyl}benzylamino)-4-methylvaleramide